FC(C(=O)O)(F)F.N[C@@H](C)C(=O)N[C@@H](CC1=CNC=N1)C(=O)O alanyl-L-histidine trifluoroacetate